C(C1=CC=CC=C1)OC1=CC=C(C=C1)C[C@@H](C(=O)OC)NC(CC1CCN(CC1)C(CCC1=CC(=C(C=C1)F)F)=O)=O Methyl (S)-3-(4-(benzyloxy)phenyl)-2-(2-(1-(3-(3,4-difluorophenyl)propanoyl)piperidin-4-yl)acetamido)propanoate